C(C1CC(CCC1CC)N)C1CC(CCC1CC)N 3,3'-methylenebis(4-ethylcyclohexane-1-amine)